BOC-1,2-phenylenediamine C(=O)(OC(C)(C)C)NC1=C(C=CC=C1)N